δ,δ,2,4,6-pentafluoro-benzenepentanoic acid FC(CCCC(=O)O)(C1=C(C=C(C=C1F)F)F)F